COCCN1C=CC2=CC(=CC=C12)[NH-] N-[1-(2-methoxyethyl)-1H-indol-5-yl]-amide